1-(BUT-3-YN-1-YL)PIPERIDINE-4-CARBALDEHYDE C(CC#C)N1CCC(CC1)C=O